(3R,4S,5R,6R)-3,4,5-tri(benzyloxy)-6-methyltetrahydro-2H-pyran-2-one C(C1=CC=CC=C1)O[C@H]1C(O[C@@H]([C@H]([C@@H]1OCC1=CC=CC=C1)OCC1=CC=CC=C1)C)=O